FC1=CC=C(CN2C(C(CC2)NC(C(=O)C2=CNC3=CC=C(C=C23)OC)=O)=O)C=C1 N-(1-(4-fluorobenzyl)-2-oxopyrrolidin-3-yl)-2-(5-methoxy-1H-indol-3-yl)-2-oxoacetamide